1-oxa-4,6-diazacyclotetracosane-2,7-dione formate C(=O)O.O1C(CNCNC(CCCCCCCCCCCCCCCCC1)=O)=O